C1(C=CC=C1)[W] cyclopentadienyltungsten